ClC1=CC(=C(C=C1)C1=NC(=CC=2N=C(N(C(C21)=O)C)C)[C@H]2C[C@@H](OCC2)C(=O)OCC)F ethyl (2R,4R)-4-(5-(4-chloro-2-fluorophenyl)-2,3-dimethyl-4-oxo-3,4-dihydropyrido[4,3-d]pyrimidin-7-yl)tetrahydro-2H-pyran-2-carboxylate